ClC1=C(C(=CC=C1)Cl)N1C=2N(C3=C(C1=O)C=NC(=N3)NC3=CC(=C(C(=C3)OC)N3CCN(CC3)C)F)CCN2 6-(2,6-dichlorophenyl)-2-((3-fluoro-5-methoxy-4-(4-methylpiperazin-1-yl)phenyl)amino)-8,9-dihydroimidazo[1,2-a]pyrimido[5,4-e]pyrimidin-5(6H)-one